C(C)(C)(C)C1=NOC(=C1)C(=O)NCC1=C(C=C(C=C1)C1=C(C=NC=C1)N1CC(CCC1)N(C(C=C)=O)C)C 3-(tert-butyl)-N-(2-methyl-4-(3-(3-(N-methylacrylamido)piperidin-1-yl)pyridin-4-yl)benzyl)isoxazole-5-carboxamide